ClC1=NNC=C1C1=CC2=C(C=N1)C(=CN2C[C@@H](C)O)C(=O)C2COC1=CC=C(C=C1C2)F [6-(3-Chloro-1H-pyrazol-4-yl)-1-[(2R)-2-hydroxypropyl]pyrrolo[3,2-c]pyridin-3-yl]-(6-fluorochroman-3-yl)methanone